1-((3'-ethoxy-4'-(7-oxo-6,7-dihydro-3H-[1,2,3]triazolo[4,5-d]pyrimidin-5-yl)-[1,1'-biphenyl]-3-yl)methyl)cyclopropane-1-carboxylic acid C(C)OC=1C=C(C=CC1C=1NC(C2=C(N1)NN=N2)=O)C2=CC(=CC=C2)CC2(CC2)C(=O)O